FC=1C=C(/C=C/B2OC(C(O2)(C)C)(C)C)C=CC1F (E)-2-(3,4-difluorostyryl)-4,4,5,5-tetramethyl-1,3,2-dioxaborolane